3-amino-3-[(4-ethoxybutan-2-yl)carbamoyl]propionic acid NC(CC(=O)O)C(NC(C)CCOCC)=O